FC(C(=O)O)(F)F.C12N(CCNC2CC1)C=1C(C=2C(=NC=C(N2)N(C)C)N(C1CC)CC(=O)NC1=C(C=C(C=C1)C(F)(F)F)Cl)=O (7-(2,5-diazabicyclo[4.2.0]octan-2-yl)-2-(dimethylamino)-6-ethyl-8-oxopyrido[2,3-b]pyrazin-5(8H)-yl)-N-(2-chloro-4-(trifluoromethyl)phenyl)acetamide trifluoroacetate